CC1=CC2=C(C3=CC=CC=C3C(=C2C=C1)OC(=O)C1C(C2C(=CC1C2)C)C(=O)O)OC(=O)C2C(C1C(=CC2C1)C)C(=O)O 2-methyl-9,10-bis[2-carboxy(3,6-methano-4-methyl-4-cyclohexenyl)]carbonyloxy-anthracene